BrC=1C=C(C=C(C1)OC)C1=NN(C=N1)C 3-(3-bromo-5-methoxyphenyl)-1-methyl-1H-1,2,4-triazole